tert-butyl 4-[4-[(3R)-2,6-dioxo-3-piperidyl]-2,3-dihydro-1,4-benzoxazin-8-yl]piperazine-1-carboxylate O=C1NC(CC[C@H]1N1CCOC2=C1C=CC=C2N2CCN(CC2)C(=O)OC(C)(C)C)=O